4-(5-benzo[1,3]diazol-5-yl-4-pyridin-2-yl-1H-imidazol-2-yl)-benzamide hydrate O.N1C=NC2=C1C=CC(=C2)C2=C(N=C(N2)C2=CC=C(C(=O)N)C=C2)C2=NC=CC=C2